ClC1=C2CCN([C@@H](C2=C(C=C1)O)CN1C(CCC1)=O)C(=O)OC(C)(C)C tert-Butyl (S)-5-chloro-8-hydroxy-1-((2-oxopyrrolidin-1-yl)methyl)-3,4-dihydroisoquinoline-2(1H)-carboxylate